C1(CC1)C1=NN(C=N1)C1CC2(CN(C2)C(=O)N2CC3(C2)CC(C3)OC3=CC(N(C=C3)C)=O)C1 4-[[2-[6-(3-cyclopropyl-1,2,4-triazol-1-yl)-2-azaspiro[3.3]heptane-2-carbonyl]-2-azaspiro[3.3]heptane-6-yl]oxy]-1-methyl-pyridin-2-one